ethyl 6-(4-(5-fluoro-2-(4-fluorotetrahydro-2H-pyran-4-yl)pyridin-3-yl)piperazin-1-yl)-2-azaspiro[3.4]octane-2-carboxylate FC=1C=C(C(=NC1)C1(CCOCC1)F)N1CCN(CC1)C1CC2(CN(C2)C(=O)OCC)CC1